(E)-6-(4-ethoxyphenyl)-N'-((5-methoxybenzo[d]oxazol-7-yl)methylene)pyrazine-2-carbohydrazide C(C)OC1=CC=C(C=C1)C1=CN=CC(=N1)C(=O)N/N=C/C1=CC(=CC=2N=COC21)OC